butyl 4-(5-(4'-acetamido-2-methoxy-[1,1'-biphenyl]-3-yl)isoxazol-3-yl)piperazine-1-carboxylate C(C)(=O)NC1=CC=C(C=C1)C1=C(C(=CC=C1)C1=CC(=NO1)N1CCN(CC1)C(=O)OCCCC)OC